C1(CCCCC1)C1=CC=C(C=C1)C(C=CC1=CC=C(OCC(=O)O)C=C1)=O 2-[4-[3-(4-Cyclohexylphenyl)-3-oxoprop-1-enyl]phenoxy]acetic acid